C1(CC1)[C@@H](CN1CCCC1)NC(C1=CC=C(C=C1)C1=NOC(=N1)C(F)(F)F)=O (S)-N-(1-Cyclopropyl-2-(pyrrolidin-1-yl)ethyl)-4-(5-(trifluoromethyl)-1,2,4-oxadiazol-3-yl)benzamide